methyl 7-(3-cyclopropylphenoxy)-2,2-dimethyl-pyrano[3,2-b]pyridine-8-carboxylate C1(CC1)C=1C=C(OC=2C(=C3C(=NC2)C=CC(O3)(C)C)C(=O)OC)C=CC1